CYCLOPENTYLPROPANENITRILE C1(CCCC1)C(C#N)C